NC1(CC1)C(=O)O 1-aminocyclopropan-1-ylcarboxylic acid